C(=O)(OC(C)(C)C)NC(CCN)(C)C 3-N-Boc-3-methylbutane-1,3-diamine